3-amino-1,2-dihydroxyanthracene-9,10-dione NC=1C(=C(C=2C(C3=CC=CC=C3C(C2C1)=O)=O)O)O